O1C=C(C=C1)C(=O)NC=1C=C2C(=CNC2=CC1)C1CCN(CC1)C(CC)CC 5-(3-furoyl)amino-3-(1-(3-pentyl)piperidin-4-yl)-1H-indole